CNC(NC#N)=NCCSCC=1N=CNC1C N'-methyl-N''-[2-[[(5-methyl-1H-imidazol-4-yl)methyl]thio]ethyl]-N-cyanoguanidine